2-((4-Chlorophenyl)amino)-N-(4-methyl-3-(pyridin-4-yl)-1H-pyrazol-5-yl)acetamide ClC1=CC=C(C=C1)NCC(=O)NC1=C(C(=NN1)C1=CC=NC=C1)C